(4-(aminomethyl)tetrahydro-2H-pyran-4-yl)methanol NCC1(CCOCC1)CO